C(C1=CC=CC=C1)S(=O)(=O)N1O[C@@H](C(N2C1CN(C([C@@H]2CC(C)C)=O)C2CCOCC2)=O)CC(C)C (3R,6S)-1-(benzylsulfonyl)-3,6-diisobutyl-8-(tetrahydro-2H-pyran-4-yl)tetrahydropyrazino[2,1-c][1,2,4]oxadiazine-4,7(3H,6H)-dione